2,4-diphenyl-aniline C1(=CC=CC=C1)C1=C(N)C=CC(=C1)C1=CC=CC=C1